ClC12CC(C1)(C2)C2CCCC21CC(CC(C1O)(F)F)C(=O)N (3-chlorobicyclo[1.1.1]pent-1-yl)-9,9-difluoro-10-hydroxy-spiro[4.5]decane-7-carboxamide